4-[2-(cyclopropylmethoxy)ethyl-[4-(5,6,7,8-tetrahydro-1,8-naphthyridin-2-yl)butyl]amino]-2-(3,3-dimethylbutanoylamino)butanoic acid C1(CC1)COCCN(CCC(C(=O)O)NC(CC(C)(C)C)=O)CCCCC1=NC=2NCCCC2C=C1